1''-((2-(trimethylsilyl)ethoxy)methyl)dispiro[cyclohexane-1,1'-cyclobutane-3',3''-pyrrolo[3,2-b]pyridine]-2'',4(1''H)-dione C[Si](CCOCN1C(C2(C3=NC=CC=C31)CC3(C2)CCC(CC3)=O)=O)(C)C